2-((4-(2-(4-chloro-2-fluorophenyl)-2-methylbenzo[d][1,3]dioxol-4-yl)piperidin-1-yl)methyl)-1-(isoxazol-5-ylmethyl)-1H-imidazole-5-carbaldehyde ClC1=CC(=C(C=C1)C1(OC2=C(O1)C=CC=C2C2CCN(CC2)CC=2N(C(=CN2)C=O)CC2=CC=NO2)C)F